FC1=CC=C(OC=2C=C(C=CC2)[C@H]2SCC[C@H](NC2=O)CNC(=O)C2=NC=CC=N2)C=C1 N-[[(2R,5S)-2-[3-(4-fluorophenoxy)phenyl]-3-oxo-1,4-thiazepan-5-yl]methyl]pyrimidine-2-carboxamide